(4-(((1r,4r)-4-(hydroxymethyl)cyclohexyl)amino)-2-((1-methyl-1H-pyrazol-4-yl)amino)-7H-pyrrolo[2,3-d]pyrimidin-5-yl)methanone OCC1CCC(CC1)NC=1C2=C(N=C(N1)NC=1C=NN(C1)C)NC=C2C=O